C[C@@H]1CC[C@@]2(CC[C@@]3(C(=CC[C@H]4[C@]3(CC[C@@H]5[C@@]4(CC[C@@H](C5(C)C)O)C)C)[C@@H]2[C@H]1C)CC(=O)/C=C/C6=CC=C(C=C6)O)C(=O)O 3-beta-Hydroxy-27-p-(E)-coumaroyloxyurs-12-en-28-oic acid